3-Fluoro-N'-(1,2,3,5,6,7-hexahydro-s-indacen-4-ylcarbamoyl)-5-(2-hydroxy-propan-2-yl)thiophene-2-sulfonimidamide FC1=C(SC(=C1)C(C)(C)O)S(=O)(N)=NC(NC1=C2CCCC2=CC=2CCCC12)=O